C(CCCC)N1C=C(C2=CC=CC=C12)CC1=CC=CC2=CC=CC=C12 (1-pentylindol-3-yl)naphthalen-1-ylmethane